COC1=CC=C(CN2C3C(C4=CC(=CC=C4C2=O)[N+](=O)[O-])C3)C=C1 2-(4-methoxy-benzyl)-6-nitro-1,1a,2,7b-tetrahydro-2-aza-cyclopropa[a]naphthalen-3-one